CN(C1=CC=C(C=CC2N(C=CC=C2)CC)C=C1)C 2-(4-(dimethylamino)styryl)-N-ethylpyridine